tert-butyl 2-(cyanomethyl)-4-[2-methylsulfinyl-7-(1-naphthyl)-6,8-dihydro-5H-pyrido[3,4-d]pyrimidin-4-yl]piperazine-1-carboxylate C(#N)CC1N(CCN(C1)C=1C2=C(N=C(N1)S(=O)C)CN(CC2)C2=CC=CC1=CC=CC=C21)C(=O)OC(C)(C)C